C(CCCCCCCCCCC)NCC[Na] 2-(dodecylamino)ethyl-sodium